N,N'-bis-(2-methyl-cyclohexyl)-2-(2-methyl-cyclohexylcarbamoyl)-malonamide CC1C(CCCC1)NC(C(C(=O)NC1C(CCCC1)C)C(NC1C(CCCC1)C)=O)=O